FC=1C(NC(N(C1)[C@@H]1OCCC1)=O)=O (R,S)-5-fluoro-1-(tetrahydrofuran-2-yl)pyrimidine-2,4(1H,3H)-dione